6-amino-5-(1-(3-chlorobenzyl)-1H-pyrazol-4-yl)pyrimidin NC1=C(C=NC=N1)C=1C=NN(C1)CC1=CC(=CC=C1)Cl